3-hydroxy-2,4-difluorobromobenzene OC=1C(=C(C=CC1F)Br)F